COC(C(C1(OCCC2=C1NC1=C(C=CC=C21)CC)CC)N2C=CC1=C2N=CN=C1C=1C=NN(C1)C1(CN(C1)S(=O)(=O)CC)CC#N)=O Methyl(4-(1-(3-(cyanomethyl)-1-(ethylsulfonyl)azetidin-3-yl)-1H-pyrazol-4-yl)-7H-pyrrolo[2,3-d]pyrimidin-7-yl)2-(1,8-diethyl-1,3,4,9-tetrahydropyrano[3,4-b]indol-1-yl)acetate